FC(S(=O)(=O)OC=1C=2CC3N(CC2C=C(C1)F)CCCC3)(F)F 8-fluoro-1,3,4,6,11,11a-hexahydro-2H-pyrido[1,2-b]isoquinolin-10-yl trifluoromethanesulfonate